C(C)(C)(C)[C@]1(N(CCC1)CC1=CC=C(C=C1)C1=NN=C2N1C=CC(=C2)C=2C(=C(C=CC2)C2=C(C(=CC=C2)C2=NC(=C(C=C2)C(NCCO)=O)OC)C)C)C(=O)[O-] tert-butyl(4-(7-(3'-(5-((2-hydroxyethyl)carbamoyl)-6-methoxypyridin-2-yl)-2,2'-dimethyl-[1,1'-biphenyl]-3-yl)-[1,2,4]triazolo[4,3-a]pyridin-3-yl)benzyl)-D-prolinate